Methyl (S)-4-(2-((tert-butoxycarbonyl)amino)-3-methoxy-3-oxopropyl)-3-oxo-3,4-dihydro-2H-thieno[3,4-b][1,4]oxazine-5-carboxylate C(C)(C)(C)OC(=O)N[C@@H](CN1C=2C(OCC1=O)=CSC2C(=O)OC)C(=O)OC